CC1=NC=2C=CC=CC2C=2N1N=C(C2)C(=O)OCC ethyl 5-methylpyrazolo[1,5-c]quinazoline-2-carboxylate